F[P-](F)(F)(F)(F)F.ClC=1C=CC2=C([N+](N=N2)=C(N2CCOCC2)N(C)C)C1 6-chloro-1-((dimethylamino)(morpholino)-methylene)-1H-benzotriazolium hexafluorophosphate